OC1C2=CC=CC=C2C=2C=CC=CC2C1 9-hydroxy-9,10-dihydrophenanthrene